(R)-1-methyl-3-(((3R,5S)-5-methyl-1-(8-(trifluoromethyl)quinolin-5-yl)piperidin-3-yl)amino)pyrrolidin-2-one CN1C([C@@H](CC1)N[C@H]1CN(C[C@H](C1)C)C1=C2C=CC=NC2=C(C=C1)C(F)(F)F)=O